CC(O)C1=CC1 α-methyl-1-cyclopropene-1-methanol